FC1=CN(C=2N=C(N=CC21)NC2=CC(=C(C=C2)OC2CCN(CC2)C)OC)C2=CC=C1C(=N2)[C@@](CC1)(O)C (R)-2-(5-fluoro-2-((3-methoxy-4-((1-methylpiperidin-4-yl)oxy)phenyl)amino)-7H-pyrrolo[2,3-d]pyrimidin-7-yl)-7-methyl-6,7-Dihydro-5H-cyclopent[b]pyridin-7-ol